C(C)(C)(C)OC(=O)NCC([2H])S=C(C)O.OC1=C(C(=CC=C1)O)C(CC)=O (2,6-dihydroxyphenyl)propan-1-one S-(2-((tert-butoxycarbonyl)amino)ethyl-1-d)thioacetate